4-methoxyl-spiro[1,2-dioxacyclobutane-3,2'-tricyclo[3.3.1.13,7]decane] O(C)C1OOC12C1CC3CC(CC2C3)C1